3-bromo-1,6-dimethyl-1H-pyrazolo[4,3-b]pyridine BrC1=NN(C=2C1=NC=C(C2)C)C